BrC#CCC(C1=C(C=CC(=C1)F)F)N1C(C2=CC(=CC(=C2C1)F)C#C[Si](C(C)C)(C(C)C)C(C)C)=O 2-(4-bromo-1-(2,5-difluorophenyl)but-3-yn-1-yl)-4-fluoro-6-((triisopropylsilyl)ethynyl)isoindolin-1-one